C([C@@H]1CCCO1)N (S)-(-)-Tetrahydro-furfurylamine